(1r,3r)-3-(4-((5-isopropyl-8-(3-((methylsulfonyl)methyl)azetidin-1-yl)-2,7-naphthyridin-3-yl)amino)pyrimidin-2-yl)-3-methylcyclobutan-1-ol C(C)(C)C1=C2C=C(N=CC2=C(N=C1)N1CC(C1)CS(=O)(=O)C)NC1=NC(=NC=C1)C1(CC(C1)O)C